COC=1C=C2C(=NC=NC2=CC1OC)N1C2CN(CC(C1)C2)S(=O)(=O)NC(OC(C)(C)C)=O Tert-butyl ((6-(6,7-dimethoxyquinazolin-4-yl)-3,6-diazabicyclo[3.2.1]octan-3-yl)sulfonyl)carbamate